N-α-linolenoyl-aspartic acid C(CCCCCCC\C=C/C\C=C/C\C=C/CC)(=O)N[C@@H](CC(=O)O)C(=O)O